5-fluoro-2-(3-(cis-4-((S)-2-(hydroxymethyl)pyrrolidin-1-yl)cyclohexyl)-1H-pyrrolo[2,3-c]pyridin-1-yl)-N-isopropyl-N-methylbenzamide FC=1C=CC(=C(C(=O)N(C)C(C)C)C1)N1C=C(C=2C1=CN=CC2)[C@@H]2CC[C@@H](CC2)N2[C@@H](CCC2)CO